BrC1(COCOC1)[N+](=O)[O-] 5-bromo-5-nitro-1,3-dioxane